8-(3-(benzo[d][1,3]dioxan-5-yloxy)propyl)-6,6a,7,8,9,10-hexahydropyrazino[1,2-a]thieno[4,3,2-de]quinoline O1COCC2=C1C=CC=C2OCCCN2CC1N(C=3C=CC=C4C3C(C1)=CS4)CC2